COC(C1=C(N=CC=C1)C=C)=O 2-vinyl-nicotinic acid methyl ester